diethyl 4-cyclopropyl-1-{2-[4-methyl-3-(trifluoromethyl)phenyl]-2-oxoethyl}-1H-pyrazole-3,5-dicarboxylate C1(CC1)C=1C(=NN(C1C(=O)OCC)CC(=O)C1=CC(=C(C=C1)C)C(F)(F)F)C(=O)OCC